amino-4,6-dimethoxypyrimidine-2-carboxylate NC=1C(=NC(=NC1OC)C(=O)[O-])OC